(1S,4s)-4-(5-(((1S,2R,3S,4R)-3-(((R*)-2,2-Dimethylcyclopentyl)carbamoyl)bicyclo[2.2.1]heptan-2-yl)carbamoyl)-2-fluoro-4-methoxyphenoxy)-1-methylcyclohexane-1-carboxylic acid CC1([C@H](CCC1)NC(=O)[C@@H]1[C@@H]([C@H]2CC[C@@H]1C2)NC(=O)C=2C(=CC(=C(OC1CCC(CC1)(C(=O)O)C)C2)F)OC)C